C1(C=CC2=CC=CC=C12)[Zr](C)(C)C (indenyl)trimethyl-zirconium